8-methyl-3,4-dihydroquinolin-2(1H)-one hydrochloride Cl.CC=1C=CC=C2CCC(NC12)=O